(2S)-3-cyclohexyl-2-(9H-fluoren-9-yl-methoxycarbonyl-amino)propanoic acid C1(CCCCC1)C[C@@H](C(=O)O)N(C(=O)OC)C1C2=CC=CC=C2C=2C=CC=CC12